COC1=C(C=CC(=C1)N1CCN(CC1)C)NC1=NC=CC(=C1)NC1=CC=NC2=CC=CC=C12 N2-[2-Methoxy-4-(4-methylpiperazin-1-yl)phenyl]-N4-(4-quinolyl)pyridine-2,4-diamine